(6-((2,4-difluoro-3-methoxybenzyl)oxy)pyridin-2-yl)piperidine-1-carboxylic acid tert-butyl ester C(C)(C)(C)OC(=O)N1C(CCCC1)C1=NC(=CC=C1)OCC1=C(C(=C(C=C1)F)OC)F